BrC1=C2C(=NN=C(C2=CC(=C1)C(F)(F)F)C)Cl bromo-4-chloro-1-methyl-7-(trifluoromethyl)phthalazine